CNC(=O)N1C2=CC=C(C=C2SC=2C=C(C=CC12)N(C)C)N(C)C 10-(N-methylcarbamoyl)-3,7-bis(dimethylamino)phenothiazine